Barium Copper-Oxide [Cu]=O.[Ba]